3-(6,6-difluoro-1-methyl-1,2,5,6-tetrahydropyridin-3-yl)-4-(hexyloxy)-1,2,5-thiadiazole FC1(CC=C(CN1C)C1=NSN=C1OCCCCCC)F